isoascorbic acid sodium salt C([C@H]([C@@H]1C(=C(C(=O)O1)O)[O-])O)O.[Na+]